COC1OCCCC12C(C=C(CC2)C)C (+-)-1-methoxy-7,9-dimethyl-2-oxaspiro[5.5]undec-8-ene